NC=1C2=C(N=CN1)N(C=C2C2=C(C=C(C=C2)NC(CC2CCC2)=O)C)C N-(4-(4-amino-7-methyl-7H-pyrrolo[2,3-d]pyrimidin-5-yl)-3-methylphenyl)-2-cyclobutylacetamide